COC(=O)CC1=NN=CS1 5-((Methoxycarbonyl)methyl)-1,3,4-thiadiazol